(cyclobutane-1,1-dicarboxylic acid) platinum [Pt].C1(CCC1)(C(=O)O)C(=O)O